[2-(3-vinyl-4,4-difluoropiperidin-1-yl)-6-methylpyrimidin-4-yl]methanol C(=C)C1CN(CCC1(F)F)C1=NC(=CC(=N1)CO)C